FC1=CC=CC=2NCCOC21 8-fluoro-3,4-dihydro-2H-1,4-benzoxazin